C(C)(C)C1=C(C=CC=C1)C1=NC=C2NC(N(C2=N1)CC1=CC=C(C=C1)C(=O)N1CC(CCC1)C)=O 2-(2-isopropylphenyl)-9-(4-(3-methylpiperidine-1-carbonyl)benzyl)-7,9-dihydro-8H-purin-8-one